C(C)(C)(C)C1=C(SC2=C1CC[C@H](C2)N(C(O)=O)C)C(F)(F)F.COC2=NC=CC=C2N[C@@H](C)C(=O)O |&1:11| 2-MethoxyPyridylalanine racemic-tert-butyl-N-methyl-N-[2-(trifluoromethyl)-4,5,6,7-tetrahydrobenzothiophen-6-yl]carbamate